N1C=C(C=C1)C(=O)N Azole-3-carboxamide